[5-(2,2-difluoroethoxy)-4-methoxy-pyrimidin-2-yl]amine FC(COC=1C(=NC(=NC1)N)OC)F